[Co](C#N)C#N.[Mn] manganese cobalt cyanide